(4,6-dimethyl-2-oxo-1H-1,5-naphthyridin-3-yl)acetic acid CC1=C(C(NC2=CC=C(N=C12)C)=O)CC(=O)O